2,4,6-tripropyl-1,3,5-trioxa-2,4,6-triphosphinane-2,4,6-trioxide C(CC)P1(OP(OP(O1)(CCC)=O)(CCC)=O)=O